methyl 5-tert-butyl-2-(5-carbamoyl-4-oxo-1H-1,6-naphthyridin-2-yl)-4-chloro-benzoate C(C)(C)(C)C=1C(=CC(=C(C(=O)OC)C1)C=1NC2=CC=NC(=C2C(C1)=O)C(N)=O)Cl